C1(CC1)C1=NC=2N(C(=C1)NCC=1C=C(C=CC1)NC(C=C)=O)N=CC2C(C)C N-(3-(((5-cyclopropyl-3-isopropylpyrazolo[1,5-a]pyrimidin-7-yl)amino)methyl)phenyl)acrylamide